BrC1=C(C=C(S1)N)C=1C=CC(=C2C=CC(OC12)(C)C)Br 5-bromo-4-(5-bromo-2,2-dimethyl-2H-chromen-8-yl)thiophen-2-amine